N-(2-mercaptoethyl)-2-((2-mercaptoethyl)amino)acetamide SCCNC(CNCCS)=O